9-fluorenylidene-bisnaphthol C1=CC=CC=2C3=CC=CC=C3C(C12)(C1=C(C2=CC=CC=C2C=C1)O)C1=C(C2=CC=CC=C2C=C1)O